C1(=CCCCC1)C=1C(=NN2C1N(C(=C(C2=O)C2=CC=C(C=C2)OC)CO)C)C2=CC=CC=C2 3-(cyclohex-1-en-1-yl)-5-(hydroxymethyl)-6-(4-methoxyphenyl)-4-methyl-2-phenylpyrazolo[1,5-a]pyrimidin-7(4H)-one